3-Phenyl-2,3,4,8,9,10-hexahydropyrano[2,3-f]chromen C1(=CC=CC=C1)C1CC=2C(=C3CCCOC3=CC2)OC1